C1(CC1)N1N=C(C(=C1)C)C(=O)N1CC2=C(C=C(C=C2CC1)C=1C=C2C(=NC1)NC=C2C)[C@H]2NCCC2 (S)-(1-cyclopropyl-4-methyl-1H-pyrazol-3-yl)-[6-(3-methyl-1H-pyrrolo[2,3-b]pyridin-5-yl)-8-[pyrrolidin-2-yl]-3,4-dihydro-2(1H)-isoquinolin-yl]methanone